(S)-3-methylamino-4-(tert-butoxy)-4-oxobutanoic acid hydrochloride Cl.CN[C@@H](CC(=O)O)C(=O)OC(C)(C)C